C1(CC1)COC1=CC=C(N=N1)NC([C@H](C)N1C[C@@H](C(CC1)(F)F)C1=CNC(C(=C1)CN(C)C)=O)=O (S)-N-(6-(cyclopropylmethoxy)pyridazin-3-yl)-2-((S)-3-(5-((dimethylamino)methyl)-6-oxo-1,6-dihydropyridin-3-yl)-4,4-difluoropiperidin-1-yl)propanamide